C(C1=CC=CC=C1)O[C@H]1CN(C[C@H](C1OCC1=CC=CC=C1)OCC1=CC=CC=C1)C[C@H]1CN(CCC1)C(=O)OC(C)(C)C (S)-tert-butyl 3-(((3S,4S,5R)-3,4,5-tris(benzyloxy)piperidin-1-yl)methyl)piperidine-1-carboxylate